COC=1C=C2C(=NC(=NC2=CC1OC)C)N[C@H](C)C1=CC(=CC=C1)\C=C\C 6,7-dimethoxy-2-methyl-N-[(1R)-1-{3-[(1E)-prop-1-en-1-yl]phenyl}-ethyl]quinazolin-4-amine